[2-({2'-ethoxy-5-[(2R)-2-ethyl-4-{1-[1-(trifluoromethyl)cyclobutyl]-1H-imidazol-2-yl}piperidin-1-yl]-[2,3'-bipyridin]-6-yl}oxy)ethyl](methyl)amine C(C)OC1=NC=CC=C1C1=NC(=C(C=C1)N1[C@@H](CC(CC1)C=1N(C=CN1)C1(CCC1)C(F)(F)F)CC)OCCNC